N-[3-(2-cyanophenyl)-1-[[2-(trimethylsilyl)ethoxy]methyl]pyrrolo[2,3-b]pyridin-6-yl]cyclopropanecarboxamide C(#N)C1=C(C=CC=C1)C1=CN(C2=NC(=CC=C21)NC(=O)C2CC2)COCC[Si](C)(C)C